(R)-3-fluoro-2-(3-(5-(trifluoromethyl)pyridin-2-yloxy)pyrrolidin-1-yl)benzamide FC=1C(=C(C(=O)N)C=CC1)N1C[C@@H](CC1)OC1=NC=C(C=C1)C(F)(F)F